C1C=CC2=CC=C3C=CC=C4CC=C1C2=C34 1,9-dihydropyrene